NN1CCC(CC1)CN1CCN(CC1)C(=O)C=1C=C(C=CC1)N1C(NC(CC1)=O)=O 1-(3-(4-((1-aminopiperidin-4-yl)methyl)piperazine-1-carbonyl)phenyl)dihydropyrimidine-2,4(1H,3H)-dione